O[C@@]12[C@@H](CN(C1)C(=O)OCC1=CC=CC=C1)C[C@@H](C2)OC2=CC=CC=C2 Benzyl (3aS,5S,6aR)-3a-hydroxy-5-phenoxyhexahydrocyclopenta[c]pyrrole-2(1H)-carboxylate